1-(3-Nitrophenyl)-1H-pyrazolo[3,4-d]pyrimidin-4(5H)-one [N+](=O)([O-])C=1C=C(C=CC1)N1N=CC2=C1N=CNC2=O